6-(3-isopropyl-5-(piperidin-4-ylmethoxy)-1H-indol-2-yl)-8-methyl-[1,2,4]triazolo[1,5-a]pyridine C(C)(C)C1=C(NC2=CC=C(C=C12)OCC1CCNCC1)C=1C=C(C=2N(C1)N=CN2)C